(3-(6-(4-(1,4-dimethyl-3-oxopiperazin-2-yl)phenylamino)-4-methyl-5-oxo-4,5-dihydropyrazin-2-yl)-2-methylphenyl)-4,5,6,7-tetrahydrobenzo[b]thiophene-2-carboxamide CN1C(C(N(CC1)C)=O)C1=CC=C(C=C1)NC=1C(N(C=C(N1)C=1C(=C(C=CC1)C=1C2=C(SC1C(=O)N)CCCC2)C)C)=O